norbornene bis(boronate) B(O)O.B(O)O.C12C=CC(CC1)C2